(S)-6-((4-((2-hydroxy-1-phenylethyl)amino)-5-(5-(2-hydroxypropan-2-yl)-1,3,4-oxadiazol-2-yl)pyridin-2-yl)amino)-1-methyl-1,2-dihydro-3H-pyrazolo[3,4-d]pyrimidin-3-one OC[C@H](C1=CC=CC=C1)NC1=CC(=NC=C1C=1OC(=NN1)C(C)(C)O)NC1=NC=C2C(=N1)N(NC2=O)C